3,6-dioxa-10,13,18,21,24-pentaazaoctacosane CCOCCOCCCNCCNCCCCNCCNCCNCCCC